3-chloro-2,6-diethyl-aniline ClC=1C(=C(N)C(=CC1)CC)CC